FC(C(=O)O)(C)F 2,2-difluoropropionic acid